N-{4-[3-(4-Methylphenyl)-1,2,4-oxadiazol-5-yl]phenyl}-5-oxo-1-[(pyridin-3-yl)methyl]-pyrrolidine-3-carboxamide CC1=CC=C(C=C1)C1=NOC(=N1)C1=CC=C(C=C1)NC(=O)C1CN(C(C1)=O)CC=1C=NC=CC1